3-((4-(pyrimidin-2-yl)piperazin-1-yl)sulfonyl)pyrrolidine-1-carbonitrile N1=C(N=CC=C1)N1CCN(CC1)S(=O)(=O)C1CN(CC1)C#N